benzyl 6-[2-methyl-3-[(2-methylpropan-2-yl)oxy]-3-oxoprop-1-enyl]-3,4-dihydro-1H-isoquinoline-2-carboxylate CC(=CC=1C=C2CCN(CC2=CC1)C(=O)OCC1=CC=CC=C1)C(=O)OC(C)(C)C